N[C@@H](CC(=O)O)CCC(=O)O (R)-3-Aminoadipic acid